2-ethylbenzeneboronic acid C(C)C1=C(C=CC=C1)B(O)O